C(CC)OB(CCCC)CCCC Propoxydibutylboron